CN1CC2N(C3=C(C1)C=C(C=C3)[N+](=O)[O-])CCN(C2)C(=O)OC(C)(C)C tert-butyl 6-methyl-9-nitro-1,2,4a,5,6,7-hexahydrobenzo[f]pyrazino[1,2-a][1,4]diazepine-3(4H)-carboxylate